4-((5-((1s,3s)-3-(((4-(trifluoromethyl)isothiazol-3-yl)oxy)methyl)cyclobutyl)pyrimidin-2-yl)amino)benzenesulfonamide HCl salt Cl.FC(C=1C(=NSC1)OCC1CC(C1)C=1C=NC(=NC1)NC1=CC=C(C=C1)S(=O)(=O)N)(F)F